CN1CC(=CC(=C1OC1=CC=C(C=C1)S(F)(F)(F)(F)F)C=1N=CN(C1)C)S(=O)(=O)[O-] N-methyl-5-(1-methyl-1H-imidazol-4-yl)-6-(4-(pentafluoro-λ6-sulfanyl)phenoxy)pyridine-3-sulfonate